(4S)-3-amino-2-(4-fluoro-3,5-dimethylphenyl)-4-methyl-6,7-dihydro-4H-pyrazolo[4,3-c]Pyridine-5-carboxylic acid tert-butyl ester C(C)(C)(C)OC(=O)N1[C@H](C=2C(CC1)=NN(C2N)C2=CC(=C(C(=C2)C)F)C)C